tert-butyl (3-methylpyridin-4-yl)carbamate CC=1C=NC=CC1NC(OC(C)(C)C)=O